FC1=C(C#N)C=C(C=C1)C=C1OC(C2=CC=CC=C12)=O fluoro-5-[(3-oxo-1(3H)-isobenzofuranylidene)methyl]Benzonitrile